methyl 1-methyl-3-{[(methylsulfonyl)oxy]methyl}-1H-pyrazole-5-carboxylate CN1N=C(C=C1C(=O)OC)COS(=O)(=O)C